FC=1C=C(C=C(C1F)F)NC(C1=CC=CC=C1)=O N-(3,4,5-trifluorophenyl)benzamide